O1CC[C@@H](C2=CC=CC=C12)NC(=O)C1=CC2=C(N=C(S2)C=2C=NN(C2C)C)C=C1 (S)-N-(chroman-4-yl)-2-(1,5-dimethyl-1H-pyrazol-4-yl)benzo-[d]thiazole-6-carboxamide